CN(CCO)C1=NC=NC=C1 2-[methyl(pyrimidin-4-yl)amino]ethanol